ClC=1C=CC=2N=C(N=C(C2N1)N)F 6-chloro-2-fluoropyrido[3,2-d]pyrimidin-4-amine